2,2'-BIs(trifluoromethyl)benzidine methyl-3-(9-((4-(aminomethyl)-2-methylphenyl)carbamoyl)-6-methyl-5,6-dihydro-4H-benzo[b]thieno[2,3-d]azepin-8-yl)-6-(propylcarbamoyl)picolinate COC(C1=NC(=CC=C1C=1C(=CC2=C(N(CCC3=C2SC=C3)C)C1)C(NC1=C(C=C(C=C1)CN)C)=O)C(NCCC)=O)=O.FC(C1=C(C=CC(=C1)N)C1=C(C=C(N)C=C1)C(F)(F)F)(F)F